FC1(CCN(CC1)CC1=NOC(N1CC1=CC=C(C=C1)F)=O)F 3-[(4,4-difluoropiperidin-1-yl)methyl]-4-[(4-fluorophenyl)methyl]-4,5-dihydro-1,2,4-oxadiazol-5-one